2H-pyranyl-2H-pyran-2-one 3-bromobenzyl-(1-(2-cyanopyrimidin-4-yl)cyclohexyl)carbamate BrC=1C=C(CN(C(O)=O)C2(CCCCC2)C2=NC(=NC=C2)C#N)C=CC1.O1C(C=CC=C1)C=1C(OC=CC1)=O